6-[(2S)-2-aminopropyl]-2-chloro-7-methyl-N-[(1,3-thiazol-2-yl)methyl]thieno[3,2-d]pyrimidin-4-amine N[C@H](CC1=C(C=2N=C(N=C(C2S1)NCC=1SC=CN1)Cl)C)C